FC(OC1=CC(=NC=C1)B1OC(C(O1)(C)C)(C)C)F 4-(difluoromethoxy)-2-(4,4,5,5-tetramethyl-1,3,2-dioxaborolan-2-yl)pyridine